benzyl (E)-4-(5-(3-(tert-butoxy)-3-oxoprop-1-en-1-yl)furan-2-yl)-2,2-dimethyl-3-oxopiperazine-1-carboxylate C(C)(C)(C)OC(/C=C/C1=CC=C(O1)N1C(C(N(CC1)C(=O)OCC1=CC=CC=C1)(C)C)=O)=O